(1s,3R,4S)-3,4-difluorocyclopentane-1-carboxylate F[C@@H]1CC(C[C@@H]1F)C(=O)[O-]